[4-(6-Amino-pyridazin-3-yl)-piperidin-1-yl]-[5-(2,3-dihydro-benzo[1,4]dioxin-6-yl)-4-methoxy-pyridin-2-yl]-methanone NC1=CC=C(N=N1)C1CCN(CC1)C(=O)C1=NC=C(C(=C1)OC)C1=CC2=C(OCCO2)C=C1